ClC1=C2C=CNC2=CC=C1I 4-Chloro-5-iodo-1H-indole